MAGNESIUM HYDROXIDE (S)-quinuclidin-3-yl-(5-bromo-3,3-dimethyl-2,3-dihydro-1H-inden-1-yl)carbamate N12CC(C(CC1)CC2)N(C([O-])=O)[C@H]2CC(C1=CC(=CC=C21)Br)(C)C.[OH-].[Mg+2]